C(C)(C)(C)C1=C(C=C(C(=C1)OCCOC)C(C)(C)C)OC 1,4-di-tert-butyl-2-methoxy-5-(2-methoxy-ethoxy)benzene